benzo[1,2-e]azulen-9-yl (2e,4e,6e)-decane-2,4,6-trienoate C(\C=C\C=C\C=C\CCC)(=O)OC=1C=CC=2C(=C3C=CC=C3C=CC2)C1